ClC1=CC(=C(COC2=CC=CC(=N2)N2N=C3C(=C2)CN(C3)CC3=NC2=C(N3CCOC)C=C(C=C2)C(=O)OC)C=C1)F methyl 2-((2-(6-((4-chloro-2-fluorobenzyl)oxy)pyridin-2-yl)-2,6-dihydropyrrolo[3,4-c]pyrazol-5(4H)-yl)methyl)-1-(2-methoxyethyl)-1H-benzo[d]imidazole-6-carboxylate